C1(=CC=CC=C1)C1=NC(=CC(=N1)C=1C(=C(C(=C(C1N1C2=CC=CC=C2C=2C=C(C=CC12)C)N1C2=CC=CC=C2C=2C=C(C=CC12)C)N1C2=CC=CC=C2C=2C=C(C=CC12)C)C=1OC2=C(N1)C=CC=C2)N2C1=CC=CC=C1C=1C=C(C=CC21)C)C2=CC=CC=C2 2-(3-(2,6-diphenylpyrimidin-4-yl)-2,4,5,6-tetrakis(3-methyl-9H-carbazol-9-yl)phenyl)benzo[d]oxazole